C1(=CC=CC=C1)CC=O benzeneethanal